The molecule is a furanocoumarin that is 2H-furo[2,3-h]chromen-2-one substituted by a hydroxy group at position 5, 2-hydroxypropan-2-yl group at position 8, a 3-methylbutanoyl group at position 6 and a phenyl group at position 4. Isolated from the bark of Ochrocarpos punctatus, it exhibits cytotoxicity against the A2780 ovarian cancer cell line. It has a role as a metabolite and an antineoplastic agent. It is a furanocoumarin, a member of phenols and a tertiary alcohol. CC(C)CC(=O)C1=C2C(=C3C(=C1O)C(=CC(=O)O3)C4=CC=CC=C4)C=C(O2)C(C)(C)O